BrC1=C(C(=CC=C1)Br)NC(C1=CC=CC=C1)=S N-(2,6-dibromophenyl)thiobenzamide